BrC=1C(=C2C(=C(C=NC2=CC1F)C(=O)OCC)N[C@H](CO)C)F ethyl (S)-6-bromo-5,7-difluoro-4-((1-hydroxypropan-2-yl)amino)quinoline-3-carboxylate